ClC=1C=NC(=NC1)OC1=C(C=C(C=C1)NC(=O)C1CC(C1)OC1=C(C=CC=C1)OC)C N-(4-((5-chloropyrimidin-2-yl)oxy)-3-methylphenyl)-3-(2-methoxyphenoxy)cyclobutane-1-carboxamide